3-[3-(2-chloro-6-methyl-4-pyridinyl)-5-(8-methyl-3,8-diazabicyclo[3.2.1]oct-3-yl)pyrazolo[1,5-a]pyrimidin-2-yl]benzonitrile ClC1=NC(=CC(=C1)C=1C(=NN2C1N=C(C=C2)N2CC1CCC(C2)N1C)C=1C=C(C#N)C=CC1)C